4-methyl-3-{[(6-phenylpyrazin-2-yl)methyl]amino}benzoic acid CC1=C(C=C(C(=O)O)C=C1)NCC1=NC(=CN=C1)C1=CC=CC=C1